Cyclopropyl-2-[6-(5-methyl-2-thienyl)pyrazolo[4,3-b]pyridin-1-yl]ethanone C1(CC1)C(CN1N=CC2=NC=C(C=C21)C=2SC(=CC2)C)=O